2-(1-iodoimidazolo[1,5-a]pyridin-6-yl)thio-N-methylbenzamide IC=1N=CN2C1C=CC(=C2)SC2=C(C(=O)NC)C=CC=C2